2-hydroxynaphthalene-1,4-dione OC=1C(C2=CC=CC=C2C(C1)=O)=O